(S)-(2-chloro-3-methoxyphenyl)(2,7-dimethyl-3-(1-methyl-3-(trifluoromethyl)-1H-pyrazol-5-yl)-2,4,5,7-tetrahydro-6H-pyrazolo[3,4-c]pyridin-6-yl)methanone ClC1=C(C=CC=C1OC)C(=O)N1[C@H](C=2C(CC1)=C(N(N2)C)C2=CC(=NN2C)C(F)(F)F)C